cyclohex-3-en-1-yl(phenyl)silane C1(CC=CCC1)[SiH2]C1=CC=CC=C1